BrC=1SC2=C(N1)C=C(C=C2)[N+](=O)[O-] 2-bromo-5-nitrobenzo[d]thiazole